O=C(CCCCCCC(=O)NC=1SC=C(N1)C1=CC=CC=C1)C 8-oxo-N-(4-phenyl-1,3-thiazol-2-yl)nonanamide